(1R,2S,3R,5R)-3-[4-(methylamino)pyrrolo[2,3-d]pyrimidin-7-yl]-5-[{{3-[(2-phenylethyl)amino]propyl}(1H-pyrazol-4-yl)amino}methyl]cyclopentane-1,2-diol CNC=1C2=C(N=CN1)N(C=C2)[C@H]2[C@@H]([C@@H]([C@H](C2)CN(C=2C=NNC2)CCCNCCC2=CC=CC=C2)O)O